O=S1(N(CC(N1)=O)C=1C(=C(C=CC1O)C1=NN(C(=C1)CCC#N)C)F)=O 3-(3-(3-(1,1-dioxido-4-oxo-1,2,5-thiadiazolidin-2-yl)-2-fluoro-4-hydroxyphenyl)-1-methyl-1H-pyrazol-5-yl)propanenitrile